5-cyclopropyl-4-(ethylthio)-1-methyl-1H-pyrazole-3-carboxylic acid C1(CC1)C1=C(C(=NN1C)C(=O)O)SCC